BrC=1C=NN2C1C=NC(=C2)C2(CC2)C(=O)NC (3-bromopyrazolo[1,5-a]pyrazin-6-yl)-N-methylcyclopropanecarboxamide